3-(4-(6-((4-cyano-2-fluorobenzyl)oxy)pyridin-2-yl)piperidin-1-yl)-2,3-dihydro-1H-benzo[d]pyrrolo[1,2-a]imidazole-7-carboxylic acid C(#N)C1=CC(=C(COC2=CC=CC(=N2)C2CCN(CC2)C2CCN3C2=NC2=C3C=C(C=C2)C(=O)O)C=C1)F